rel-6-fluoro-N-{2-[(2S)-1-methylpyrrolidin-2-yl]imidazo[1,2-a]pyridin-6-yl}naphthalene-2-carboxamide FC=1C=C2C=CC(=CC2=CC1)C(=O)NC=1C=CC=2N(C1)C=C(N2)[C@H]2N(CCC2)C |o1:23|